C(#N)C=1C=CC(=NC1)COC1=CC=CC(=N1)N1CCN(CC1)CC1=NC=2C(=NC=CC2)N1C[C@H]1OCC1 (S)-2-((4-(6-((5-Cyanopyridin-2-yl)methoxy)pyridin-2-yl)piperazin-1-yl)methyl)-3-(oxetan-2-ylmethyl)-3H-imidazo[4,5-b]pyridin